N1(CCC(CC1)C1CCNCC1)CC=1C=C(C=C(C1)C1=CC(=CC(=C1)Cl)Cl)CN1CCC(CC1)CNC(OC)=O methyl ((1-((5-([4,4'-bipiperidin]-1-ylmethyl)-3',5'-dichloro-[1,1'-biphenyl]-3-yl)methyl)piperidin-4-yl)methyl)carbamate